C(CCC)OC(OP)(OCCCC)OCCCC (tributoxymethoxy)phosphine